5-(trifluoromethoxy)benzo[b]selenophene-2-carboxamide FC(OC1=CC2=C([Se]C(=C2)C(=O)N)C=C1)(F)F